CNC[C@H]1OC[C@@H](C=2C=CC3=C(C12)OCO3)O (6R,9S)-9-((methylamino)methyl)-6,9-dihydro-7H-[1,3]dioxolo[4,5-H]isochromen-6-ol